NCC(CC1=CC(=CC=C1)F)C1=C(SC(=C1C1=C(C=NN1C)Cl)Cl)C(=O)N [1-amino-3-(3-fluorophenyl)propan-2-yl]-5-chloro-4-(4-chloro-1-methyl-1H-pyrazol-5-yl)thiophene-2-carboxamide